4-Methyl-2-(methylthio)-5-pyridylboronic acid CC1=CC(=NC=C1B(O)O)SC